1-n-dodecyl-1,1,3,3,3-pentamethoxy-1,3-disilapropane C(CCCCCCCCCCC)[Si](C[Si](OC)(OC)OC)(OC)OC